4-Chloro-3-[(1R)-3,3-difluorocyclopentyl]-1-[4-(1,1-difluoroethyl)phenyl]sulfonyl-indazole ClC1=C2C(=NN(C2=CC=C1)S(=O)(=O)C1=CC=C(C=C1)C(C)(F)F)[C@H]1CC(CC1)(F)F